tert-butyl 9-((1-((benzyloxy) carbonyl) piperidin-4-yl) methyl)-3,9-diazaspiro[5.5]undecane-3-carboxylate C(C1=CC=CC=C1)OC(=O)N1CCC(CC1)CN1CCC2(CCN(CC2)C(=O)OC(C)(C)C)CC1